BrC1=CC=C2C(=NC(N(C2=C1)C(C)C=1N=CN(C1)COCC[Si](C)(C)C)=O)N(C)C 7-Bromo-4-(dimethylamino)-1-(1-(1-((2-(trimethylsilyl)ethoxy)methyl)-1H-imidazol-4-yl)ethyl)quinazolin-2(1H)-one